C(C1=CC=CC=C1)OC1=CC=C2C(C=C(OC2=C1[N+](=O)[O-])C1=CC=CC=C1)=O 7-(benzyloxy)-8-nitro-2-phenyl-4H-chromen-4-one